(3R,4S)-1-(6-aminopyridin-3-yl)-4-fluoropiperidin-3-ol NC1=CC=C(C=N1)N1C[C@H]([C@H](CC1)F)O